tert-butyl 4-(1-(3-chloro-2-cyanophenyl)-3,3-dimethyl-2-oxoindolin-5-yl)piperidine-1-carboxylate ClC=1C(=C(C=CC1)N1C(C(C2=CC(=CC=C12)C1CCN(CC1)C(=O)OC(C)(C)C)(C)C)=O)C#N